(3-(3-fluoro-4-((2-methyl-1H-imidazol-1-yl)methyl)phenyl)-5-isobutylthiophene-2-yl)sulfonylcarbamic acid 2-ethoxyethyl ester C(C)OCCOC(NS(=O)(=O)C=1SC(=CC1C1=CC(=C(C=C1)CN1C(=NC=C1)C)F)CC(C)C)=O